C(=O)(OC(C)(C)C)NCCCCNCCCN1C(C=2C(C1=O)=CC=CC2)=O N-Boc-4-(3-phthalimidopropylamino)butylamine